N,6-dimethyl-5-(4-((5-nitroisothiazol-3-yl)methyl)piperazin-1-yl)picolinamide CNC(C1=NC(=C(C=C1)N1CCN(CC1)CC1=NSC(=C1)[N+](=O)[O-])C)=O